2-(1-benzylpiperidin-4-yl)-5-bromo-4-fluoro-2,3-dihydrobenzo[d]isothiazole 1,1-dioxide C(C1=CC=CC=C1)N1CCC(CC1)N1S(C2=C(C1)C(=C(C=C2)Br)F)(=O)=O